16-hydroxy-4,6,8,10,12,14-hexamethylheptadecyl pentyloxymethyl ether C(CCCC)OCOCCCC(CC(CC(CC(CC(CC(CC(C)O)C)C)C)C)C)C